C(C1=CC=CC=C1)OC1=NC(=CC=C1C1=CC=C2CCN(CC2=C1)C(=O)OC(C)(C)C)OCC1=CC=CC=C1 tert-butyl 7-[2,6-bis(benzyloxy)pyridin-3-yl]-3,4-dihydro-1H-isoquinoline-2-carboxylate